C(C)(C)(C)OC(=O)N1CC(C1)C1=CC(=C(C=C1)OC(F)(F)F)C#N 3-(3-cyano-4-(trifluoromethoxy)phenyl)azetidine-1-carboxylic acid tert-butyl ester